(S)-3-((2R,3S)-3-(3-(benzyl-oxy)phenyl)-3-cyclopropyl-2-fluoro-2-methylpropanoyl)-4-isopropyl-5,5-dimethyloxazolidin-2-one C(C1=CC=CC=C1)OC=1C=C(C=CC1)[C@@H]([C@@](C(=O)N1C(OC([C@@H]1C(C)C)(C)C)=O)(C)F)C1CC1